[Si](C)(C)(C(C)(C)C)OCC1CNCCC2=C1C=CC=C2 ((tert-butyldimethylsilyloxy)methyl)-2,3,4,5-tetrahydro-1H-benzo[d]azepine